6-bromo-3-tert-butyl-8-chloro-3-methyl-2H-imidazo[1,5-a]pyridine-1,5-dione BrC1=CC(=C2N(C1=O)C(NC2=O)(C)C(C)(C)C)Cl